3-methylimidazole tetrabromide iron salt [Fe+4].[Br-].[Br-].[Br-].[Br-].CN1C=NC=C1